C(C)(C)(C)OC(=O)NCC(COC1=CC=C(C(=O)NC2=CC(=CC=C2)OCCOC)C=C1)=CF 4-((2-tert-butoxycarbonylaminomethyl-3-fluoroallyl)oxy)-N-(3-(2-methoxyethoxy)phenyl)benzamide